methyl (5-((2-bromobenzyl) oxy)-4-oxo-4H-chromen-2-carbonylamino)-L-leucinate BrC1=C(COC2=C3C(C=C(OC3=CC=C2)C(=O)NN[C@@H](CC(C)C)C(=O)OC)=O)C=CC=C1